(5-chloro-4-(2-(trifluoromethyl)pyrimidin-5-yl)pyridin-2-yl)methylamine hydrochloride Cl.ClC=1C(=CC(=NC1)CN)C=1C=NC(=NC1)C(F)(F)F